CN1N=CC=C1C1=C(N=NC(=C1)N1[C@@H](COCC1)C)C#N (R)-4-(1-methyl-1H-pyrazol-5-yl)-6-(3-methylmorpholino)pyridazine-3-carbonitrile